2-(2,4-Dioxotetrahydropyrimidin-1(2H)-yl)-5-((4-(2-methyl-5,6,7,8-tetrahydrobenzo[4,5]thieno[2,3-d]pyrimidin-4-yl)piperidin-1-yl)methyl)isoindoline-1,3-dione O=C1N(CCC(N1)=O)N1C(C2=CC=C(C=C2C1=O)CN1CCC(CC1)C=1C2=C(N=C(N1)C)SC1=C2CCCC1)=O